C1(CC1)C1=C(C(=NO1)C1=C(C=NC=C1Cl)Cl)/C=C/C12CCC(CC1)(CC2)C2=NC(=NO2)C=2C=C(C(=O)NS(=O)(=O)C)C=C(C2)C(F)(F)F (E)-3-(5-(4-(2-(5-cyclopropyl-3-(3,5-dichloropyridin-4-yl)isoxazol-4-yl)vinyl)bicyclo[2.2.2]octan-1-yl)-1,2,4-oxadiazol-3-yl)-N-(methylsulfonyl)-5-(trifluoromethyl)benzamide